(trans)-2-(4-hydroxyphenyl)-3-methoxychroman-4-one OC1=CC=C(C=C1)[C@@H]1OC2=CC=CC=C2C([C@H]1OC)=O